ClC1=CC(=C(S1)C(=O)NC1=CC=C(C=C1)S(=O)(=O)C)S(N(C)C1=CC(=C(C=C1)OCC)OC)(=O)=O 5-Chloro-3-(N-(4-ethoxy-3-methoxyphenyl)-N-methylsulfamoyl)-N-(4-(methylsulfonyl)phenyl)thiophene-2-carboxamide